3-{4-[(2-cyclopropylethyl)[(1r,4r)-4-(dimethylamino)cyclohexyl]amino]-1-oxo-3H-isoindol-2-yl}piperidine-2,6-dione C1(CC1)CCN(C1=C2CN(C(C2=CC=C1)=O)C1C(NC(CC1)=O)=O)C1CCC(CC1)N(C)C